C(C1=CC=CC=C1)OC1=NC(=CC=C1C1=NN(C2=CC(=CC=C12)N[C@H]1[C@H](CC2(CN(C2)C(=O)OC(C)(C)C)CC1)C(F)(F)F)C)OCC1=CC=CC=C1 tert-butyl (6S,7R)-7-[[3-(2,6-dibenzyloxy-3-pyridyl)-1-methyl-indazol-6-yl]amino]-6-(trifluoromethyl)-2-azaspiro[3.5]nonane-2-carboxylate